BrC1=CC(=CC=2C=COC21)CBr 7-bromo-5-(bromomethyl)benzofuran